Oleyl-sarcosin C(CCCCCCC\C=C/CCCCCCCC)N(C)CC(=O)O